CN1C(=C(C2=CC=CC=C12)C1=NC(=NC=C1)NC1=CC(=C(C=C1OC)OCCN(C)C)N)C N1-(4-(1,2-Dimethyl-1H-indol-3-yl)pyrimidin-2-yl)-4-(2-(dimethylamino)ethoxy)-6-methoxy-benzene-1,3-diamine